4-(5,6-Dibromo-3-methylpyridin-2-yl)morpholine BrC=1C=C(C(=NC1Br)N1CCOCC1)C